(R)-(1-isopropenyl-3-methyl-azetidin-3-yl)-(5-pyrrolidin-1-yl-pyridin-3-yl)-(4-trifluoromethoxy-phenyl)-methanol C(=C)(C)N1CC(C1)(C)[C@](O)(C1=CC=C(C=C1)OC(F)(F)F)C=1C=NC=C(C1)N1CCCC1